triethylmethylpentylphosphine (N-methylglycine) salt CNCC(=O)O.C(C)C(CCCCPC)(CC)CC